FC=1C=C(C=CC1F)C=1N=C2N(CCN(C2(C)C)C(CN)=O)C1NC1=C(C#N)C=CC=N1 2-((2-(3,4-difluorophenyl)-7-glycyl-8,8-dimethyl-5,6,7,8-tetrahydroimidazo[1,2-a]pyrazin-3-yl)amino)nicotinonitrile